ClC1=C(OC=2C=CC(=C(C(=O)N[C@@H]3COCC3)C2)OCC2=CC=C(C=C2)OC)C(=CC(=C1)N1N=C(C(NC1=O)=O)C(F)F)Cl (S)-5-(2,6-dichloro-4-(6-(difluoromethyl)-3,5-dioxo-4,5-dihydro-1,2,4-triazin-2(3H)-yl)phenoxy)-2-((4-methoxybenzyl)oxy)-N-(tetrahydrofuran-3-yl)benzamide